tert-butyl 5-((3-(2,6-bis(benzyloxy)pyridin-3-yl)-1-methyl-1H-indazol-6-yl)amino)octahydro-2H-isoindole-2-carboxylate C(C1=CC=CC=C1)OC1=NC(=CC=C1C1=NN(C2=CC(=CC=C12)NC1CC2CN(CC2CC1)C(=O)OC(C)(C)C)C)OCC1=CC=CC=C1